C(C)C1=NN(C2=C1C(NCC1(CCOCC1)C2)=O)C[C@H](COC(C2=CC(=CC=C2)C(=O)N2CCN(CC2)C)=O)C 3-(4-methylpiperazine-1-carbonyl)benzoic acid [(2R)-3-(3-ethyl-4-oxo-spiro[6,8-dihydro-5H-pyrazolo[4,3-c]azepin-7,4'-tetrahydropyran]-1-yl)-2-methyl-propyl] ester